1-methyl-vinylamine CC(=C)N